(2,6-Difluorobenzyl)-N,4-dimethyl-N-(2-morpholinoethyl)aniline FC1=C(CC2=C(N(CCN3CCOCC3)C)C=CC(=C2)C)C(=CC=C1)F